1-[6-({4-[2-amino-6-(o-fluorophenyl)-4-pyrimidinyl]-1H-1,2,3-triazol-1-yl}methyl)-2-pyridinyl]cyclopentanol NC1=NC(=CC(=N1)C=1N=NN(C1)CC1=CC=CC(=N1)C1(CCCC1)O)C1=C(C=CC=C1)F